CC1=NC=CC(=C1)C=O 2-Methyl-pyridine-4-carbaldehyde